(2-hydroxyphenyl)benzo-thiazolate OC1=C(C=CC=C1)OC(=O)C=1SC2=C(N1)C=CC=C2